ClC1=C(C(=CC=C1)[N+](=O)[O-])N1C(CC(CC1)(C)C)COC 1-(2-chloro-6-nitro-phenyl)-2-(methoxymethyl)-4,4-dimethyl-piperidine